ClC1=CC=C(C(=N1)C(=NO)N)O[C@H](C)C=1C=C(C=C2C(C(=C(OC12)C=1C=NC(=NC1)OC(C)C)C)=O)C 6-Chloro-N'-hydroxy-3-[(1R)-1-[2-(2-isopropoxypyrimidin-5-yl)-3,6-dimethyl-4-oxo-chromen-8-yl]ethoxy]pyridine-2-carboxamidine